ClC=1N=C(C2=CN=C(C(=C2C1C)F)Cl)N1C2CN(CC1C=C2)C(=O)OC(C)(C)C tert-butyl 8-(3,6-dichloro-5-fluoro-4-methyl-2,7-naphthyridin-1-yl)-3,8-diazabicyclo[3.2.1]oct-6-ene-3-carboxylate